6-methoxy-3-((8-methoxy-2-(6-methoxy-4-methylpyridin-3-yl)-2,3-dihydrobenzo[b][1,4]dioxin-6-yl)methyl)-3H-imidazo[4,5-b]pyridine COC=1C=C2C(=NC1)N(C=N2)CC2=CC1=C(OC(CO1)C=1C=NC(=CC1C)OC)C(=C2)OC